5-{3-(cyano-methyl)-3-[4-(1H-pyrrolo[2,3-b]-pyridin-4-yl)-1H-pyrazol-1-yl]-azetidin-1-yl}-N-isopropylpyrazine-2-carboxamide C(#N)CC1(CN(C1)C=1N=CC(=NC1)C(=O)NC(C)C)N1N=CC(=C1)C1=C2C(=NC=C1)NC=C2